(R)-2-amino-2-(2'-fluoro-[1,1'-biphenyl]-4-yl)ethan-1-ol N[C@@H](CO)C1=CC=C(C=C1)C1=C(C=CC=C1)F